FC=1C=C2C(C(=CN(C2=CC1N1[C@H](CCC1)COC1=NC=CC=C1)C1CCC(CC1)NS(=O)(=O)C)C(=O)O)=O (R)-6-fluoro-1-(4-(methyl-sulfonamido)cyclohexyl)-4-oxo-7-(2-((pyridin-2-yloxy)methyl)pyrrolidin-1-yl)-1,4-dihydro-quinoline-3-carboxylic acid